N-[1-(6-Methoxypyridin-3-yl)ethyl]-4-oxo-6-(quinolin-2-yl)-4,5-dihydropyrazolo[1,5-a]pyrazine-2-carboxamide COC1=CC=C(C=N1)C(C)NC(=O)C1=NN2C(C(NC(=C2)C2=NC3=CC=CC=C3C=C2)=O)=C1